[Na+].C(C)N(C1=CC(=CC=C1)C)CC(CS(=O)(=O)[O-])O 3-(N-Ethyl-3-methylanilino)-2-hydroxypropanesulfonic acid sodium salt